(E)-3-(Pyridin-4-ylcarbamoyl)-acrylic acid ethyl ester C(C)OC(\C=C\C(NC1=CC=NC=C1)=O)=O